C(C)N(CCNC(=O)C=1C(=C(NC1C)\C=C\1/C(N(C2=CC=C(C=C12)F)C(=O)OCCCCN)=O)C)CC 4-aminobutyl (Z)-3-((4-((2-(diethylamino) ethyl) carbamoyl)-3,5-dimethyl-1H-pyrrol-2-yl) methylene)-5-fluoro-2-oxoindoline-1-carboxylate